BrCCOC1=C2CNC(C2=CC=C1)=O 4-(2-bromoethoxy)-1-oxoisoindoline